FC(C(=O)O)(F)F.NC1=NN2C(N=CC=C2)=C1C(=O)NCC=1C=C(C=2N(C1N1CCS(CC1)(=O)=O)C=NC2)Cl 2-Amino-N-{[8-chloro-5-(1,1-dioxidothiomorpholin-4-yl)imidazo[1,5-a]pyridin-6-yl]methyl}pyrazolo[1,5-a]pyrimidine-3-carboxamide trifluoroacetate salt